4-(4-(2,2-difluoropropyl)phenyl)butanoic acid FC(CC1=CC=C(C=C1)CCCC(=O)O)(C)F